2-(1H-indol-1-yl)acetic acid ethyl ester C(C)OC(CN1C=CC2=CC=CC=C12)=O